C(C1=CC=CC=C1)(=O)NC1=C2N=CN(C2=NC=N1)C[C@@H](C)OCP1(OCC(CO1)CC(=O)OC(C)(C)C)=O (R)-tert-butyl 2-(2-(((1-(6-benzamido-9H-purin-9-yl)propan-2-yl)oxy)methyl)-2-oxo-1,3,2-dioxaphosphinan-5-yl)acetate